3-Oxo-4-(2-oxopiperidin-1-yl)-2-(tributyl-λ5-phosphanylidene)pentanenitrile O=C(C(C#N)=P(CCCC)(CCCC)CCCC)C(C)N1C(CCCC1)=O